CC1(OCC(CO1)C(=O)[O-])C.[Li+] lithium 2,2-dimethyl-1,3-dioxane-5-carboxylate